FC1=C(C=CC(=C1)C1C(CCC2=CC(=CC=C12)OC)C1=CC=CC=C1)N1CCN(CC1)C(=O)OC(C)(C)C tert-Butyl 4-(2-fluoro-4-(6-methoxy-2-phenyl-1,2,3,4-tetrahydronaphthalen-1-yl)phenyl)piperazine-1-carboxylate